C1(CC1)C1=CC=C(OC2=C(C=C(C=C2)NS(=O)(=O)CC)C2=CC(=NC(=C2)C)C)C=C1 4-(2-(4-cyclopropylphenoxy)-5-(ethylsulfonylamino)phenyl)-2,6-dimethylpyridine